CC1(CN(CC1)C1=CC(=NC=2N1N=CN2)C=2C(NC(NC2)=O)=O)C 5-(7-(3,3-dimethylpyrrolidin-1-yl)-[1,2,4]triazolo[1,5-a]pyrimidin-5-yl)pyrimidine-2,4(1H,3H)-dione